8-(4-Ethoxy-2-methylphenyl)-9-(4-((1-(3-fluoropropyl)azetidin-3-yl)methyl)phenyl)-6,7-dihydro-5H-benzo[7]annulen C(C)OC1=CC(=C(C=C1)C=1CCCC2=C(C1C1=CC=C(C=C1)CC1CN(C1)CCCF)C=CC=C2)C